FC1=CC=C(C=C1)C(CN1CCC(CC1)OC(N(CC1=CC=C(C=C1)COC)C)=O)=O (1-(2-(4-fluorophenyl)-2-oxoethyl)piperidin-4-yl)methyl(4-(methoxymethyl)benzyl)carbamate